C1(CCCC1)NC1=CC=C(C=C1)[C@@H]1N(C2=CC=CC=C2C[C@@H]1C(=O)NC1=CC(=C(C=C1)O)C(F)(F)F)C(C1=C(C=CC=C1C)F)=O (2R,3S)-2-(4-(cyclopentylamino)phenyl)-1-(2-fluoro-6-methylbenzoyl)-N-(4-hydroxy-3-(trifluoromethyl)phenyl)-1,2,3,4-tetrahydroquinoline-3-carboxamide